3-(5-amino-6-fluoro-1-oxo-3H-isoindol-2-yl)piperidine-2,6-dione NC=1C=C2CN(C(C2=CC1F)=O)C1C(NC(CC1)=O)=O